C(=O)O.NC[C@@H]1CN(CCO1)C(=O)N1CCN(CC1)C(=O)C1=C(C=C(C=C1)NC=1C=2N(C=CN1)C(=CN2)C2=C(C(=C(C=C2)OC)F)F)C [4-[(2R)-2-(aminomethyl)morpholine-4-carbonyl]piperazin-1-yl]-[4-[[3-(2,3-difluoro-4-methoxy-phenyl)imidazo[1,2-a]pyrazin-8-yl]amino]-2-methyl-phenyl]methanone formate